CN(C1CN(CC1)C1=NC=C(C(=N1)OCC)C(=O)NC=1C=C(C=2N(C1)C=C(N2)C)F)C 2-(3-(dimethylamino)pyrrolidin-1-yl)-4-ethoxy-N-(8-fluoro-2-methylimidazo[1,2-a]pyridin-6-yl)pyrimidine-5-carboxamide